C(=O)O.CC1=CC2=C(N=C(N=C2N2CCC3(CCNC3)CC2)C=2C(=NNC2)C)C=N1 6-methyl-2-(3-methyl-1H-pyrazol-4-yl)-4-(2,8-diazaspiro[4.5]decan-8-yl)pyrido[3,4-d]pyrimidine formate salt